5-(2-chloro-α,α,α-trifluoro-p-tolyloxy)-N-methanesulfonyl-2-nitrobenzamide ClC1=C(C=CC(=C1)OC=1C=CC(=C(C(=O)NS(=O)(=O)C)C1)[N+](=O)[O-])C(F)(F)F